C(#N)C[C@H]1CN(CCN1)C1=CC(=NC(=N1)C=1C=C2C=NN(C2=CC1)C)C(=O)NC1=CC(=CC2=CC=CC=C12)O 6-[(3S)-3-(cyanomethyl)piperazin-1-yl]-N-(3-hydroxy-1-naphthyl)-2-(1-methylindazol-5-yl)pyrimidine-4-carboxamide